NC1=C2C(=C3C(=N1)C=C(N3)C(=O)N([C@@H]3COC1=C3C=CC(=C1)C(F)(F)F)CC)COC2 (S)-5-amino-N-ethyl-N-(6-(trifluoromethyl)-2,3-dihydrobenzofuran-3-yl)-6,8-dihydro-1H-furo[3,4-d]pyrrolo[3,2-b]pyridine-2-carboxamide